fluoro-2-(tributylstannyl)pyridine Chlorophosphoramidate P(O)(=O)(N)Cl.FC=1C(=NC=CC1)[Sn](CCCC)(CCCC)CCCC